COCC=1C=C2C=C(NC2=C(C1)NCC1CCOCC1)C1=CC=CC=C1 5-(methoxymethyl)-2-phenyl-N-(tetrahydropyran-4-ylmethyl)-1H-indol-7-amine